[N+](=O)([O-])C1=CC=C(C(=O)O)C=C1 R-p-nitrobenzoic acid